[Si](C1=CC=CC=C1)(C1=CC=CC=C1)(C(C)(C)C)O[C@@H]1C[C@H](N(C1)C)C(=O)OC methyl (2S,4R)-4-[(tert-butyldiphenylsilyl)oxy]-1-methylpyrrolidine-2-carboxylate